((3R,5R)-3-amino-5-fluoropiperidin-1-yl)(2-(2-bromo-6-(cyclopropylmethyl)-6H-thieno[2,3-b]pyrrol-5-yl)-7-methoxy-1-methyl-1H-benzo[d]imidazol-5-yl)methanone N[C@H]1CN(C[C@@H](C1)F)C(=O)C1=CC2=C(N(C(=N2)C2=CC3=C(N2CC2CC2)SC(=C3)Br)C)C(=C1)OC